1-(3-(benzylamino)-2-(2-nitrophenyl)imidazo[1,2-a]pyridin-5-yl)naphthalen-2-ol C(C1=CC=CC=C1)NC1=C(N=C2N1C(=CC=C2)C2=C(C=CC1=CC=CC=C21)O)C2=C(C=CC=C2)[N+](=O)[O-]